CC1(OCC2=C1C=C(C=C2)N)C 3,3-dimethyl-1,3-dihydro-2-benzofuran-5-amine